ClC1=CC=C(S1)C1=C(C=C(C=C1)C(F)(F)F)NS(=O)(=O)C=1C=C(C(=O)O)C=CC1C1CC1 3-(N-(2-(5-chlorothiophen-2-yl)-5-(trifluoromethyl)phenyl)sulfamoyl)-4-cyclopropylbenzoic Acid